6-(N-(2-(piperazin-1-yl)pyridin-3-yl)aminosulfonyl)benzofuran-2-carboxylic acid ethyl ester C(C)OC(=O)C=1OC2=C(C1)C=CC(=C2)S(=O)(=O)NC=2C(=NC=CC2)N2CCNCC2